C(C=C)C1(N(C2=CC=C(C=C2C1=O)C)C)C(=O)OC Methyl 2-allyl-1,5-dimethyl-3-oxoindoline-2-carboxylate